N-nitroaniline hydroxylamine salt NO.[N+](=O)([O-])NC1=CC=CC=C1